1,2,3,4-tetrahydro-1,4-epoxynaphthalene C12CCC(C3=CC=CC=C13)O2